bis-(4-bromophenyl) ether BrC1=CC=C(C=C1)OC1=CC=C(C=C1)Br